C(C)N(C(=O)C=1N=C(SC1)C=1OC(=NN1)C)CC N,N-diethyl-2-(5-methyl-1,3,4-oxadiazol-2-yl)thiazole-4-carboxamide